benzyl 4-[2-[(2,4-dimethoxyphenyl) methylamino]-8-[6-[2-(dimethylamino) ethoxy]-3-pyridinyl]-7-oxo-pyrido[2,3-d]pyrimidin-6-yl]-8-methyl-2,3-dihydroquinoxaline-1-carboxylate COC1=C(C=CC(=C1)OC)CNC=1N=CC2=C(N1)N(C(C(=C2)N2CCN(C1=C(C=CC=C21)C)C(=O)OCC2=CC=CC=C2)=O)C=2C=NC(=CC2)OCCN(C)C